(3,4-dimethylphenyl)(quinolin-8-yl)methanone CC=1C=C(C=CC1C)C(=O)C=1C=CC=C2C=CC=NC12